C(C)(=O)N1CCC2=CC(=CC=C12)C(CCN1CCN(CC1)C1=CC(=CC=C1)OC)=O 1-(1-Acetylindolin-5-yl)-3-(4-(3-methoxyphenyl)piperazin-1-yl)propan-1-one